4-(1-methylcyclopropyl)-N2-(4-(4-methylpiperazin-1-yl)phenyl)thieno[2,3-d]pyrimidine-2,4-diamine CC1(CC1)C1(C2=C(N=C(N1)NC1=CC=C(C=C1)N1CCN(CC1)C)SC=C2)N